3-[5-(1-ethoxyvinyl)-1-oxo-3H-isoindol-2-yl]Piperidine-2,6-dione C(C)OC(=C)C=1C=C2CN(C(C2=CC1)=O)C1C(NC(CC1)=O)=O